N-[(2R)-1,4-Dioxolan-2-ylmethyl]-2-[(3-fluorooxetan-3-yl)methyl]-8-methyl-4,5-dihydro-2H-furo[2,3-g]indazole-7-carboxamide O1[C@@H](COC1)CNC(=O)C1=C(C2=C(CCC3=CN(N=C23)CC2(COC2)F)O1)C